3-(3-methyl-2-thienyl)-1-oxa-2,7-diazaspiro[4.4]-non-2-en-6-one CC1=C(SC=C1)C1=NOC2(C1)C(NCC2)=O